3-aminophenoxybis(4-aminophenoxy)biphenyl NC=1C=C(OC2=C(C=CC(=C2)OC2=CC=C(C=C2)N)C2=CC=C(C=C2)OC2=CC=C(C=C2)N)C=CC1